7-bromo-1-(cis-4-isopropylcyclohexyl)-1,2-dihydro-3H-spiro[isoquinoline-4,4-piperidin]-3-one BrC1=CC=C2C(=C1)C(NC(C21CCNCC1)=O)[C@@H]1CC[C@@H](CC1)C(C)C